C1(CC1)C1=C(N(C=2N=C(N=C(C21)N)C2=CC(=CC=C2)F)S(=O)(=O)C2=CC=C(C)C=C2)C cyclopropyl-2-(3-fluorophenyl)-6-methyl-7-tosyl-7H-pyrrolo[2,3-d]pyrimidin-4-amine